FC(C1=C(C=CC(=C1N)C(F)(F)F)N)(F)F 2,4-bis(trifluoromethyl)-1,3-phenylenediamine